4-((2,6-difluoro-4-(3-(trifluoromethyl)-1H-pyrazol-5-yl)benzyl)oxy)phenyl sulfurofluoridate S(OC1=CC=C(C=C1)OCC1=C(C=C(C=C1F)C1=CC(=NN1)C(F)(F)F)F)(=O)(=O)F